BrC1=CC=C(OCC2OC3C(C3OC2)(F)F)C=C1 3-((4-bromophenoxy)methyl)-7,7-difluoro-2,5-dioxabicyclo[4.1.0]heptane